FC1=C(C(=CC=C1)F)C(C#N)CC=O (2,6-difluorophenyl)-4-oxobutanenitrile